2-(methoxymethoxy)-ethyltriflate COCOCCOS(=O)(=O)C(F)(F)F